C(C)(C)(C)OC(=O)N1CCN(CC1)CCCOC1=CC=C(/C=C/C2=C(C(=O)[O-])C=CN=C2)C=C1.[Li+] lithium (E)-3-(4-(3-(4-(tert-butoxycarbonyl)piperazin-1-yl)propoxy)styryl)isonicotinate